FC=1C=C(C=CC1OC)C(CC(=O)O)C1CN(C1)CCCCC1=NC=2NCCCC2C=C1 3-(3-fluoro-4-methoxyphenyl)-3-(1-(4-(5,6,7,8-tetrahydro-1,8-naphthyridin-2-yl)butyl)azetidin-3-yl)propionic acid